methyl (1s,4s)-9'-bromo-4-(3-chloroanilino)-2',3',4',5'-tetrahydrospiro[cyclohexane-1,8'-indeno[5,6-b][1,4]dioxocine]-4-carboxylate BrC=1C2(C3=CC4=C(OCCCCO4)C=C3C1)CCC(CC2)(C(=O)OC)NC2=CC(=CC=C2)Cl